{9-[(2-benzylphenyl)methyl]-5-carbamoylcarbazol-4-yl}oxyacetic acid C(C1=CC=CC=C1)C1=C(C=CC=C1)CN1C2=CC=CC(=C2C=2C(=CC=CC12)OCC(=O)O)C(N)=O